C1=NC2=C(N1[C@H]3[C@@H]([C@@H]([C@H](O3)COP(=O)([O-])OP(=O)([O-])OP(=O)([O-])[O-])O)O)N=CN(C2=N)[C@H]4[C@@H]([C@@H]([C@H](O4)COP(=O)([O-])[O-])O)O The molecule is a 1-(5-phospho-D-ribosyl)-ATP(6-) in which the 5-phospho-D-ribosyl residue has beta-configuration at the anomeric centre. It is a conjugate base of a 1-(5-phospho-beta-D-ribosyl)-ATP.